N(=[N+]=[N-])C1=C(C(=O)O)C=CC(=C1)C(=O)O azidoterephthalic acid